CP(O)=O.CP(O)=O.C methane di(methylphosphinate)